CC=1C(NSC1)=O Methyl-isothiazol-3-one